ClC1=NC=C(C(=C1)N1CCC(CC1)=O)C#CC1=NN(C=C1)C (2-chloro-5-((1-methyl-1H-pyrazol-3-yl)ethynyl)pyridin-4-yl)piperidin-4-one